2-chloro-N1-(4-chloro-3-(pyridin-2-yl)phenyl)-N4-(2-(methylsulfonyl)ethyl)-terephthalamide ClC1=C(C(=O)NC2=CC(=C(C=C2)Cl)C2=NC=CC=C2)C=CC(=C1)C(=O)NCCS(=O)(=O)C